Cl.NC\C=C(\CN1C(=NC2=C1C=CC=C2C=2C=C(C=CC2)S(=O)(=O)NC2CC2)C(C)C)/F (Z)-3-(1-(4-amino-2-fluorobut-2-en-1-yl)-2-isopropyl-1H-benzo[d]imidazol-4-yl)-N-cyclopropylbenzenesulfonamide hydrochloride